tertbutyl-1,3-dioxolan C(C)(C)(C)C1OCCO1